Benzyl 6,6-difluoro-3,3-dimethyl-2-((phenoxycarbonyl)amino)hex-5-enoate FC(=CCC(C(C(=O)OCC1=CC=CC=C1)NC(=O)OC1=CC=CC=C1)(C)C)F